iridium(III) bis(phenylmethyl)pyridine C1(=CC=CC=C1)CC=1C(=NC=CC1)CC1=CC=CC=C1.[Ir+3]